C(C)N1CCN(CC1)CC1=CC=C(N=N1)NC1=NC=C(C(=N1)C1=CC2=C(N=C3COCC(N32)C)C(=C1)F)F 6-((4-ethylpiperazin-1-yl)methyl)-N-(5-fluoro-4-(9-fluoro-4-methyl-3,4-dihydro-1H-benzo[4,5]imidazo[2,1-c][1,4]oxazin-7-yl)pyrimidin-2-yl)pyridazin-3-amin